5-(4-chlorothiophen-3-yl)-1,3,4-thiadiazol-2-amine ClC=1C(=CSC1)C1=NN=C(S1)N